1,3-diallyl-N-(4-(2-amino-3-(3-methyl-3-(4-methylpiperazin-1-yl)but-1-ynyl)pyridin-4-yloxy)-3-fluorophenyl)-2,4-dioxo-1,2,3,4-tetrahydropyrimidine-5-carboxamide C(C=C)N1C(N(C(C(=C1)C(=O)NC1=CC(=C(C=C1)OC1=C(C(=NC=C1)N)C#CC(C)(N1CCN(CC1)C)C)F)=O)CC=C)=O